2-(benzotriazole-1-yl)acetamide hafnium (IV) monohydroxide tri-n-propoxide [O-]CCC.[O-]CCC.[O-]CCC.[OH-].[Hf+4].N1(N=NC2=C1C=CC=C2)CC(=O)N